4-[5-[3-(5-methyl-3-pyridinyl)pyrazol-1-yl]-2-(3-pyridinyl)pyrazolo[1,5-a]pyrimidin-7-yl]morpholine CC=1C=C(C=NC1)C1=NN(C=C1)C1=NC=2N(C(=C1)N1CCOCC1)N=C(C2)C=2C=NC=CC2